5-((butyl(methyl)amino)methyl)pyridin-2(1H)-one C(CCC)N(C)CC=1C=CC(NC1)=O